C(C)C1=C(C(=CC(=C1C)OCCC)CC)O 2,6-diethyl-3-methyl-4-propoxyphenol